C[C@@H]1CN(C[C@@H](N1)C)C1=NC2=CC=CC=C2N=C1 2-[(3R,5S)-3,5-dimethylpiperazin-1-yl]quinoxaline